Br[C@@H](C(=O)O)C(C)C (2R)-2-bromo-3-methylbutanoic acid